(5-bromo-4-(4-fluoro-2,6-dimethylphenoxy)-3-methylthiophen-2-yl)propan-2-ol BrC1=C(C(=C(S1)CC(C)O)C)OC1=C(C=C(C=C1C)F)C